C1(=CC=CC=C1)C(=O)C1=C(C=C(C=C1O)O)O Phenyl(2,4,6-trihydroxyphenyl)methanone